ClC=1C(=NC(=NC1)N1CCNC2(CC2)C1)N1CC(C1)C(=O)N(C)C(C)(C)C1=CN=C2N1C=CC=C2 1-(5-chloro-2-(4,7-diazaspiro[2.5]oct-7-yl)pyrimidin-4-yl)-N-(2-(imidazo[1,2-a]pyridin-3-yl)propan-2-yl)-N-methylazetidine-3-carboxamide